2,8-Dimethylimidazo[1,2-a]pyridine-6-carboxylic acid hydrochloride Cl.CC=1N=C2N(C=C(C=C2C)C(=O)O)C1